3-[cyclopropyl(difluoro)methyl]-N-[1-[2-[5-(difluoromethoxy)-2-pyridyl]-1,2,4-triazol-3-yl]ethyl]-5-(trifluoromethyl)benzamide C1(CC1)C(C=1C=C(C(=O)NC(C)C=2N(N=CN2)C2=NC=C(C=C2)OC(F)F)C=C(C1)C(F)(F)F)(F)F